ClC1=CC(=C(C=C1Cl)NC(=O)N1[C@@H]2CC[C@H]1CC=1C=NN=CC12)F (5R,8S)-N-(4,5-dichloro-2-fluorophenyl)-6,7,8,9-tetrahydro-5H-5,8-epiminocyclohepta[d]pyridazine-10-carboxamide